ClC=1SC2=C(N1)[C@H](C1(CCNCC1)C2)N (S)-2-chloro-4,6-dihydrospiro[cyclopenta[d]thiazol-5,4'-piperidin]-4-amine